(S)-3-amino-3-(3-(trifluoromethoxy)phenyl)propanenitrile hydrochloride Cl.N[C@@H](CC#N)C1=CC(=CC=C1)OC(F)(F)F